C1(CC1)C1=NOC=C1C(=O)N[C@@H](C1CCC(CC1)(F)F)C=1N=C2N(N=CC(=C2)[C@H](NC(C[C@H](C(F)(F)F)C)=O)C2CC2)C1 |o1:32| 3-Cyclopropyl-N-((S)-(7-((R)-cyclopropyl((R*)-4,4,4-trifluoro-3-methylbutanamido)methyl)imidazo[1,2-b]pyridazin-2-yl)(4,4-difluorocyclohexyl)methyl)isoxazole-4-carboxamide